tert-butyl N-[3-[4-(5-cyano-2-pyridyl)-1,4-diazepan-1-yl]-3-oxo-propyl]-N-methyl-carbamate C(#N)C=1C=CC(=NC1)N1CCN(CCC1)C(CCN(C(OC(C)(C)C)=O)C)=O